Cl.FC=1C(=CC2=C(C1)[C@@H]1NCCC[C@@H]1O2)C(F)(F)F (4aS,9bS)-8-fluoro-7-(trifluoromethyl)-1,2,3,4,4a,9b-hexahydrobenzofuro[3,2-b]pyridine hydrochloride